CO[Si](CCCNCCN)(OC)OC N1-(3-(trimethoxysilyl)propyl)ethane-1,2-diamine